6-(((6-(1-(4-fluorobenzyl)-1H-pyrazole-4-carbonyl)-2-(1-(trifluoromethyl)cyclopropane-1-carbonyl)-2,6-diazaspiro[3.4]octan-8-yl)methoxy)methyl)benzoate FC1=CC=C(CN2N=CC(=C2)C(=O)N2CC3(CN(C3)C(=O)C3(CC3)C(F)(F)F)C(C2)COCC2=CC=CC=C2C(=O)[O-])C=C1